O=C1NC2=C(C=NC(=C2)C(=O)N)N1 2-oxo-2,3-dihydro-1H-imidazo[4,5-c]pyridine-6-carboxamide